ClC1=C(C(=O)N)C=CC(=C1)Cl 2,4-dichlorobenzamide